CN(C)CC1=NC(=CC(=C1)NC(=O)C=1C=CC(=C(C1)[C@H]1CN(CC1)C1=CC(=NC=C1)C(=O)N)C)C(F)(F)F (S)-4-(3-(5-((2-((dimethylamino)methyl)-6-(trifluoromethyl)pyridin-4-yl)carbamoyl)-2-methyl-phenyl)pyrrolidin-1-yl)picolinamide